ethyl 4-hydroxy-2-oxo-1,2-dihydro-1,8-naphthyridine-3-carboxylate OC1=C(C(NC2=NC=CC=C12)=O)C(=O)OCC